methyl-N2-[2-(octahydroisoindol-1-yl)pyridin-5-yl]-N4-(2-oxo-2,3-dihydro-1,3-benzooxazol-5-yl)-2,4-pyrimidinediamine CC=1C(=NC(=NC1)NC=1C=CC(=NC1)C1NCC2CCCCC12)NC=1C=CC2=C(NC(O2)=O)C1